FC1=CC(=C(N)C=C1S(=O)(=O)C)C1=NC=CC=C1 4-fluoro-5-(methylsulfonyl)-2-(pyridin-2-yl)aniline